ClC1=CC(=C2C=C3N(C2=C1Cl)CCCC3)OCC 3,4-Dichloro-1-ethoxy-6,7,8,9-tetrahydropyrido[1,2-a]indole